(diphenylfluorenyl)(dibenzothiophenylphenyl)(phenyl)amine C1(=CC=CC=C1)C=1C(=C(C=2CC3=CC=CC=C3C2C1)N(C1=CC=CC=C1)C1=C(C=CC=C1)C1=CC=CC=2SC3=C(C21)C=CC=C3)C3=CC=CC=C3